N,3-dimethylpropylamine CNCCCC